FC=1C=C(C=C(C1)F)C1=C(C=CC=C1)CCC 3',5'-difluoropropyl-biphenyl